copper (II) bis(tert-butyl acetoacetate) C(C)(C)(C)CC(CC(=O)[O-])=O.C(C)(C)(C)CC(CC(=O)[O-])=O.[Cu+2]